BrC=1C=C(CN2C(=NOC2=O)C2=NON=C2[N+](=O)[O-])C=CC1 4-(3-bromobenzyl)-3-(4-nitro-1,2,5-oxadiazol-3-yl)-1,2,4-oxadiazol-5(4H)-one